4-bromo-N-isopropyl-2,6-dimethoxybenzamide BrC1=CC(=C(C(=O)NC(C)C)C(=C1)OC)OC